3,4-difluoro-5-hydroxy-2,6-dimethylbenzonitrile FC=1C(=C(C#N)C(=C(C1F)O)C)C